CC1(CCCCC1)OCOC(=O)C1C2C=CC(C1)C2 5-(1-methylcyclohexyloxymethyl-oxycarbonyl)-bicyclo[2.2.1]Hept-2-ene